ClC1=C(C(=O)N[C@H](C(=O)O)CC2=CC=C(C=C2)N2C(N(C3=C2C(=CC=C3)F)C3CC3)=O)C(=CC=C1)F (S)-2-(2-chloro-6-fluorobenzamido)-3-(4-(3-cyclopropyl-7-fluoro-2-oxo-2,3-dihydro-1H-benzo[d]imidazol-1-yl)phenyl)propanoic acid